tert-butyl 5-{[2-(2,6-dioxopiperidin-3-yl)-1-oxo-2,3-dihydro-1H-isoindol-4-yl]amino}pentanoate O=C1NC(CCC1N1C(C2=CC=CC(=C2C1)NCCCCC(=O)OC(C)(C)C)=O)=O